OC1=C(C=CC(=C1)OCCC(C)=O)C1=NC(=NC(=N1)C1=C(C=C(C=C1)OCCC(C)=O)O)C1=CC=C(C=C1)Cl 2,4-bis(2-hydroxy-4-(2-acetylethoxy)phenyl)-6-(4-chlorophenyl)-s-triazine